N-[4-(methylsulfonyl)phenyl]-2-pyrimidinamine CS(=O)(=O)C1=CC=C(C=C1)NC1=NC=CC=N1